CC1CCC(CC1)S(=O)(=O)Cl 4-methylcyclohexanesulfonyl chloride